4-[4-[4-(2-amino-6-methyl-pyrimidin-4-yl)-1,4-oxazepan-3-yl]-3-chloro-phenoxy]-2-methyl-butan-2-ol NC1=NC(=CC(=N1)N1C(COCCC1)C1=C(C=C(OCCC(C)(O)C)C=C1)Cl)C